C(#C)C1CN(CCC1)C(=O)OC(C)(C)C tert-Butyl 3-ethynylpiperidine-1-carboxylate